tert-butyl 2-((1-(7-methyl-4-oxo-2-(2-oxo-2,3-dihydrobenzo[d]thiazol-5-yl)-4H-pyrido[1,2-a]pyrimidin-9-yl)ethyl)amino)benzoate CC=1C=C(C=2N(C(C=C(N2)C=2C=CC3=C(NC(S3)=O)C2)=O)C1)C(C)NC1=C(C(=O)OC(C)(C)C)C=CC=C1